2-((5-fluoro-4-(trifluoromethyl)pyridin-2-yl)methyl)-3-methylnaphthalene-1,4-dione FC=1C(=CC(=NC1)CC=1C(C2=CC=CC=C2C(C1C)=O)=O)C(F)(F)F